C(\C=C\C(=O)O)(=O)O.CN1CCC(CC1)C=1C=CC(=NC1)C1=NC(=NC=C1)N (5-(1-methylpiperidin-4-yl)pyridin-2-yl)pyrimidin-2-amine fumarate